C(\C=C\C(=O)O)(=O)O.C(\C=C\C(=O)O)(=O)O.FC1=C(C=CC(=C1)C(F)(F)F)C=1C(=NC(=NC1)NC[C@H]1CN(CCO1)C)C (S)-5-(2-fluoro-4-(trifluoromethyl)phenyl)-4-methyl-N-((4-methylmorpholin-2-yl)methyl)pyrimidin-2-amine (bis-fumarate)